FC(OC1=CC=C(C=C1)N1N=C(N=C1)C1=CC=C(C=C1)NC(O[C@@H]1O[C@H]([C@@H]([C@H]([C@H]1OC)OC)OC)C)=O)(F)F [(2S,3R,4R,5S,6S)-3,4,5-trimethoxy-6-methyl-tetrahydropyran-2-yl] N-[4-[1-[4-(trifluoromethoxy)phenyl]-1,2,4-triazol-3-yl]phenyl]-carbamate